5'-fluorospiro[cyclopropane-1,2'-indene]-1'(3'H)-one FC=1C=C2CC3(C(C2=CC1)=O)CC3